FC(C1=NN=C(O1)C1=CN=C(S1)NCCC1=CC=CC=C1)F 5-(5-(difluoromethyl)-1,3,4-oxadiazol-2-yl)-N-phenethylthiazol-2-amine